7-((1H-imidazol-1-yl)methyl)-2-(2-(ethyl(methyl)amino)-6,7-dimethoxyquinazolin-4-yl)-5-(1-methyl-3-(trifluoromethyl)-1H-pyrazol-4-yl)-3,4-dihydroisoquinolin-1(2H)-one N1(C=NC=C1)CC1=CC(=C2CCN(C(C2=C1)=O)C1=NC(=NC2=CC(=C(C=C12)OC)OC)N(C)CC)C=1C(=NN(C1)C)C(F)(F)F